C(C)(C)C1=CC(=C(C=C1)C=1C=C2CN[C@H](C2=CC1)CNC1=C(C(=O)O)C=CN=C1)C (R)-3-(((5-(4-isopropyl-2-methylphenyl)isoindolin-1-yl)methyl)amino)isonicotinic acid